NCC1(CCN(CC1)C1=NN2C(S1)=NC=C2C2=CC1=CC=CC=C1C=C2OC)O 4-(aminomethyl)-1-(5-(3-methoxynaphthalen-2-yl)imidazo[2,1-b][1,3,4]thiadiazol-2-yl)piperidin-4-ol